(3aR,5s,6aS)-2-(3,3-dimethyl-butyl)-N-[6-(3,5-dimethyl-isoxazol-4-yl)pyridazin-3-yl]-3,3a,4,5,6,6a-hexahydro-1H-cyclopenta[c]pyrrol-5-amine CC(CCN1C[C@@H]2[C@H](C1)CC(C2)NC=2N=NC(=CC2)C=2C(=NOC2C)C)(C)C